C1=CCCC=2C3=CC=CC=C3NC12 3,4-dihydro-carbazole